ethyl 2-(1-((4'-(1,1,1,3,3,3-hexafluoro-2-hydroxypropan-2-yl)-2-methyl-[1,1'-biphenyl]-4-yl)methyl)-4-(pyridin-4-ylmethyl)piperazin-2-yl)acetate FC(C(C(F)(F)F)(O)C1=CC=C(C=C1)C1=C(C=C(C=C1)CN1C(CN(CC1)CC1=CC=NC=C1)CC(=O)OCC)C)(F)F